(2S,3R)-3-amino-1-[3-cyano-6-methyl-4-(trifluoromethyl)-2-pyridyl]-N-methyl-N-(1-methylpyrazol-3-yl)pyrrolidine-2-carboxamide N[C@H]1[C@H](N(CC1)C1=NC(=CC(=C1C#N)C(F)(F)F)C)C(=O)N(C1=NN(C=C1)C)C